(R)-N-(2-(3-(2-(4-(4-fluorophenyl)piperazin-1-yl)ethyl)-1-oxo-2-oxa-8-azaspiro[4.5]decan-8-yl)-2-oxoethyl)methanesulfonamide FC1=CC=C(C=C1)N1CCN(CC1)CC[C@@H]1OC(C2(C1)CCN(CC2)C(CNS(=O)(=O)C)=O)=O